5,5'-((2-(azidomethyl)propane-1,3-diyl)bis(oxy))bis(2,2-dimethyl-1,3-dioxane) N(=[N+]=[N-])CC(COC1COC(OC1)(C)C)COC1COC(OC1)(C)C